2-(3-acetamidophenyl)-N-(5-chloro-4-(5-cyano-2,2-dimethyl-2,3-dihydro-1H-pyrrolizin-7-yl)pyridin-2-yl)acetamide C(C)(=O)NC=1C=C(C=CC1)CC(=O)NC1=NC=C(C(=C1)C=1C=C(N2CC(CC12)(C)C)C#N)Cl